benzyl (R)-6-(3-(4-hydroxy-2,2-dimethylpiperidin-1-yl)-5-methyl-1H-pyrazol-1-yl)-2-azaspiro[3.3]heptane-2-carboxylate O[C@H]1CC(N(CC1)C1=NN(C(=C1)C)C1CC2(CN(C2)C(=O)OCC2=CC=CC=C2)C1)(C)C